Hydroxymethoxyphenyl-Propylmethylmethoxybenzofuran OCOC1=CC2=C(C(=C(O2)OC)C)C(=C1C1=CC=CC=C1)CCC